(1S,2R)-ethyl 2-(2-(benzyloxy)ethyl)cyclopropanecarboxylate C(C1=CC=CC=C1)OCC[C@@H]1[C@H](C1)C(=O)OCC